CC1=NC(=NC=C1N1CC2(C1)CNCC2)C(F)(F)F 2-(4-methyl-2-(trifluoromethyl)pyrimidin-5-yl)-2,6-diazaspiro[3.4]octane